[Si](C)(C)(C(C)(C)C)OCCCN1C(C2(CC2)[C@@H](C1)C1=C(C(=CC=C1OCOCC[Si](C)(C)C)Cl)Cl)=O |r| rac-5-(3-((tert-butyldimethylsilyl)oxy)propyl)-7-(2,3-dichloro-6-((2-(trimethylsilyl)ethoxy)methoxy)phenyl)-5-azaspiro[2.4]heptan-4-one